IC=1C=CC2=C(NC(OC2=O)=O)C1 7-iodo-2H-benzo[d][1,3]oxazine-2,4(1H)-dione